OC1=C(OC2=C(C=CC=C2)C2=NC(=NC(=N2)C2=C(C=CC=C2)OC2=C(C(=C(C=C2)CCC(=O)OCC)C)O)C2=C(C=CC=C2)OC2=C(C(=C(C=C2)CCC(=O)OCC)C)O)C=CC(=C1C)CCC(=O)OCC 2,4,6-tris(2-hydroxy-3-methyl-4-ethoxycarbonylethylphenoxyphenyl)-1,3,5-triazine